CCCCC1=CCC=C1 bis(butylcyclopentadienyl)zirconium(IV) dichloride